1-diphenylmethylimidazole C1(=CC=CC=C1)C(N1C=NC=C1)C1=CC=CC=C1